C1(CC1)C=1N=NN(C1)[C@H](C(=O)N1[C@@H](C[C@H](C1)O)C(=O)NCCOC1C(C1)(F)F)C(C)(C)C (2S,4r)-1-[(2S)-2-(4-cyclopropyltriazol-1-yl)-3,3-dimethyl-butyryl]-N-[2-(2,2-difluorocyclopropyloxy)ethyl]-4-hydroxy-pyrrolidine-2-carboxamide